FC1=CC=C(C=C1)S(=O)(=O)C1=CC=C(C=C1)NC(=O)NCC1=CC=NC=C1 1-(4-((4-Fluorophenyl)sulfonyl)phenyl)-3-(pyridin-4-ylmethyl)urea